trans-benzyl (5-oxo-2-(o-tolyl)pyrrolidin-3-yl)carbamate O=C1C[C@H]([C@@H](N1)C1=C(C=CC=C1)C)NC(OCC1=CC=CC=C1)=O